C(#N)C=1C(=NC(=CC1C(F)(F)F)C)N1[C@@H](CCC1)C(=O)N(CC#CC1=NC(=CC=C1)NC(CC)=O)C1=CC=C(C=C1)F (S)-1-(3-cyano-6-methyl-4-(trifluoromethyl)pyridin-2-yl)-N-(4-fluorophenyl)-N-(3-(6-propionamidopyridin-2-yl)prop-2-yn-1-yl)pyrrolidine-2-carboxamide